1-(1-(5-methoxy-2-(1-methyl-1H-pyrazol-4-yl)-4-nitrophenyl)piperidin-4-yl)-4-methylpiperazine COC=1C(=CC(=C(C1)N1CCC(CC1)N1CCN(CC1)C)C=1C=NN(C1)C)[N+](=O)[O-]